4-Amino-1-(2-methyl-4-nitrophenyl)-2-oxo-7-(trifluoromethyl)-1,2-dihydroquinoline-3-carboxylic acid methyl ester COC(=O)C=1C(N(C2=CC(=CC=C2C1N)C(F)(F)F)C1=C(C=C(C=C1)[N+](=O)[O-])C)=O